CS(=O)(=O)OCCCCCCCCCCCC (S)-dodecyl methanesulfonate